C1(CC1)N1C=C(C(C2=CC=C(C=C12)I)=O)C(=O)O 1-cyclopropyl-1,4-dihydro-3-carboxyl-4-oxo-7-iodoquinoline